Cl.NCC=1C=C2C(N3C(=NC2=CC1)C(C1=CC(=CC=C13)C#N)=O)=O 2-(aminomethyl)-6,12-dioxo-6,12-dihydroindolo[2,1-b]quinazoline-8-carbonitrile hydrochloride salt